tert-Butyl(9-(4-(fluoromethyl)tetrahydro-2H-pyran-4-yl)-7-methyl-8-oxo-8,9-dihydro-7H-purine-2-yl)(7-methyl-[1,2,4]triazolo[1,5-a]pyridin-6-yl)carbamate C(C)(C)(C)OC(N(C=1C(=CC=2N(C1)N=CN2)C)C2=NC=C1N(C(N(C1=N2)C2(CCOCC2)CF)=O)C)=O